NN1CN=C(N=C1OC)C 3-amino-4-methoxy-6-methyl-1,3,5-triazine